(E)-2-(((Z)-3-(2,3-difluorobenzyl)-5-phenylpyrazin-2(1H)-ylidene)amino)-3-(5-methylfuran-2-yl)acrylic acid FC1=C(CC=2/C(/NC=C(N2)C2=CC=CC=C2)=N/C(/C(=O)O)=C/C=2OC(=CC2)C)C=CC=C1F